2-{[(4s)-6-[2,5-dioxo-4-(3,3,3-trifluoro-2-methylpropyl)imidazolidin-1-yl]spiro[3.3]heptan-2-yl]oxy}pyrazolo[1,5-a]pyridine-3-carboxamide O=C1N(C([C@@H](N1)CC(C(F)(F)F)C)=O)C1CC2(CC(C2)OC2=NN3C(C=CC=C3)=C2C(=O)N)C1